CC(C(CC1=CC=CC=C1)=NO)(C(=C)C)C 3,3,4-trimethyl-1-phenylpent-4-en-2-one oxime